COC(C[SiH2]CCCCNCCCC[SiH2]CC(OC)OC)OC bis(4-dimethoxyethylsilylbutyl)amine